N-[(1R)-1-(1,1-difluoro-2,3-dihydro-1H-inden-4-yl)ethyl]-4-methoxy-5-(oxan-4-yl)-2H-indazole-7-carboxamide FC1(CCC2=C(C=CC=C12)[C@@H](C)NC(=O)C1=CC(=C(C2=CNN=C12)OC)C1CCOCC1)F